5-(8-(2-azabicyclo[2.1.1]hexan-2-yl)imidazo[1,2-b]pyridazin-6-yl)pyrimidine-2,4(1H,3H)-dione C12N(CC(C1)C2)C=2C=1N(N=C(C2)C=2C(NC(NC2)=O)=O)C=CN1